FC1=CC(=CC=2NC(=NC21)C2=CC(=CN2)C(=O)C2=C(C=CC=C2)C(F)(F)F)N2CCOCC2 (5-(4-fluoro-6-morpholino-1H-benzo[d]imidazol-2-yl)-1H-pyrrol-3-yl)(2-(trifluoromethyl)phenyl)methanone